Copper gluconate copper citrate C(CC(O)(C(=O)[O-])CC(=O)[O-])(=O)[O-].[Cu+2].O=C([C@H](O)[C@@H](O)[C@H](O)[C@H](O)CO)[O-].[Cu+2]